N-(5-((1R,3S)-3-(4,4-dimethyl-2-oxoimidazolidin-1-yl)cyclopentyl)-1H-pyrazol-3-yl)-2-(3-methylisoxazol-5-yl)acetamide CC1(NC(N(C1)[C@@H]1C[C@@H](CC1)C1=CC(=NN1)NC(CC1=CC(=NO1)C)=O)=O)C